(2,3-dimyristoyl-propyl) trimethylmethanesulfonate CC(S(=O)(=O)OCC(CC(CCCCCCCCCCCCC)=O)C(CCCCCCCCCCCCC)=O)(C)C